C(CCCCC)C1=CC=C(C(=O)OCC(CCCC)CC)C=C1 2-ethylhexyl (4-n-hexylbenzoate)